[Bk].[Zn] Zinc berkelium